NC1=C2C(=NC=N1)N(N=C2C(=O)NC2=CC=C(C=C2)COC)C2CC(C2)(C)C 4-amino-1-(3,3-dimethylcyclobutyl)-N-(4-(methoxymethyl)phenyl)-1H-pyrazolo[3,4-d]pyrimidine-3-carboxamide